C(CCC)C(CO)(CO)CC 2-normal butyl-2-ethyl-1,3-propanediol